5-((2'-(4-(4-Chlorophenyl)piperazin-1-yl)-[2,4'-bipyrimidin]-4-yl)ethynyl)-1H-indazole ClC1=CC=C(C=C1)N1CCN(CC1)C1=NC=CC(=N1)C1=NC=CC(=N1)C#CC=1C=C2C=NNC2=CC1